C1(=CC=C(C=C1)S1C=NC(=C1)C1=CC=CC=C1)C 1-p-tolyl-4-phenylthiazole